C(C)C1=C(C=CC=C1)P(C1=C(C=CC=C1)CC)=O bis(2-ethylphenyl)phosphine oxide